(R,Z)-3-((3-(2-cyclopropylethyl)-2-methyl-7-(methylthio)-1,1-dioxido-5-phenyl-2,3,4,5-tetrahydrobenzo[f][1,2,5]thiadiazepin-8-yl)oxy)-2-fluoroacrylic acid C1(CC1)CC[C@H]1N(S(C2=C(N(C1)C1=CC=CC=C1)C=C(C(=C2)O\C=C(\C(=O)O)/F)SC)(=O)=O)C